N-(5-(4,4-difluoropiperidin-1-yl)imidazo[1,2-a]pyrimidin-7-yl)-4-(methylsulfonyl)-2-(6-azaspiro[2.5]octan-6-yl)benzamide FC1(CCN(CC1)C1=CC(=NC=2N1C=CN2)NC(C2=C(C=C(C=C2)S(=O)(=O)C)N2CCC1(CC1)CC2)=O)F